2-amino-9-((2R,3R,4R,5R)-3,4-dihydroxy-5-(hydroxymethyl)tetrahydrofuran-2-yl)-7-(4-hydroxybutyl)-7,9-dihydro-1H-purine-6,8-dione NC=1NC(C=2N(C(N(C2N1)[C@@H]1O[C@@H]([C@@H]([C@H]1O)O)CO)=O)CCCCO)=O